4-[cyclopropyl-[4-(5,6,7,8-tetrahydro-1,8-naphthyridin-2-yl)butyl]amino]-2-(1-ethylpropylcarbamoylamino)butanoic acid C1(CC1)N(CCC(C(=O)O)NC(NC(CC)CC)=O)CCCCC1=NC=2NCCCC2C=C1